COC=1C=C2[C@]3(C(NC2=CC1)=O)[C@@H](C3)C3=CC=C1C(=NNC1=C3)NC3=C(C=CC(=C3)S(=O)(=O)C(C)C)OC (1R,2S)-5'-methoxy-2-{3-[2-methoxy-5-(propane-2-sulfonyl)anilino]-1H-indazol-6-yl}spiro[cyclopropane-1,3'-indol]-2'(1'H)-one